7-(piperazin-1-yl)-2H-spiro[benzofuran-3,3'-piperidine]-2',6'-dione N1(CCNCC1)C1=CC=CC2=C1OCC21C(NC(CC1)=O)=O